C(C)SC=1C(=CC2=C(N(C(N2C)=O)C)C1)C(=O)NC1=C(C=CC(=C1)SC(F)(F)F)O 6-ethylsulfanyl-N-[2-hydroxy-5-(trifluoromethylsulfanyl)phenyl]-1,3-dimethyl-2-oxo-benzimidazole-5-carboxamide